4-((2R,4s,6S)-2-cyano-7-((5-methoxy-7-methyl-1H-indol-4-yl)methyl)-7-azaspiro[3.5]nonan-6-yl)-N-(pyrazin-2-ylmethyl)benzamide C(#N)C1CC2(C1)C[C@H](N(CC2)CC2=C1C=CNC1=C(C=C2OC)C)C2=CC=C(C(=O)NCC1=NC=CN=C1)C=C2